C(#N)C=1C(=CC=2OC[C@H]3N(C2N1)CCN(C3)C(\C=C\CN(C)C)=O)/N=C/N(C)C (E)-N'-((S)-2-cyano-8-((E)-4-(dimethylamino)but-2-enoyl)-6,6a,7,8,9,10-hexahydropyrazino[1,2-d]pyrido[3,2-b][1,4]oxazin-3-yl)-N,N-dimethylformimidamide